C(C)C1=C(C=NC(=C1)C)C1=C2C=C(NC2=C(C(=C1)C1=CCCN(C1)C(CCC=1SC=CN1)=O)F)C(=O)O 4-(4-Ethyl-6-methyl-3-pyridyl)-7-fluoro-6-[1-(3-thiazol-2-ylpropanoyl)-3,6-dihydro-2H-pyridin-5-yl]-1H-indole-2-carboxylic acid